benzyl 4-((1-(tert-butoxycarbonyl)piperidin-4-yl)methyl)piperazine-1-carboxylate C(C)(C)(C)OC(=O)N1CCC(CC1)CN1CCN(CC1)C(=O)OCC1=CC=CC=C1